5'-methyl-[1,1'-biphenyl]-4-carboxylic acid methyl ester COC(=O)C1=CC=C(C=C1)C1=CC=CC(=C1)C